C(C)(C)(C)OC(NCC=1N=CC=2CCNC(C2C1)C)=O ((5-methyl-5,6,7,8-tetrahydro-2,6-naphthyridin-3-yl)methyl)carbamic acid tert-butyl ester